C(C)(=O)OCC1=C(C=O)OC=C1 acetoxymethyl-furfural